COC(=O)C1CC=2N(CC1)C=CN2 5,6,7,8-tetrahydroimidazo[1,2-a]pyridine-7-carboxylic acid methyl ester